Pentaethylene glycol dipentyl ether C(CCCC)OCCOCCOCCOCCOCCOCCCCC